BrC1=C(C(=CC=C1)C(O)C1=CC=C(C=C1)Cl)O 2-bromo-6-((4-chlorophenyl)(hydroxy)methyl)phenol